N2-(4-((3R,4R)-3-amino-4-fluoropiperidin-1-yl)-5-(1-(difluoromethyl)-1H-pyrazol-4-yl)pyridin-2-yl)-6-(2,4-difluoro-6-methoxyphenyl)pyridin-2,5-diamine hydrochloride Cl.N[C@@H]1CN(CC[C@H]1F)C1=CC(=NC=C1C=1C=NN(C1)C(F)F)NC1=NC(=C(C=C1)N)C1=C(C=C(C=C1OC)F)F